BrC1=C(C(=CC=2OCCOC21)N)F 5-bromo-6-fluoro-2,3-dihydro-1,4-benzodioxin-7-amine